ClC=1C=C2CCN(CC2=C(C1)[C@H]1N(CCC1)C(=O)OC(C)(C)C)C1=CC(=NC=C1)OC (S)-tert-butyl 2-(6-chloro-2-(2-methoxypyridin-4-yl)-1,2,3,4-tetrahydroisoquinoline-8-yl)pyrrolidine-1-carboxylate